Tert-butyl 1-{4-[7'-(2-methylcyclopentyl)-6'-oxospiro[cyclopropane-1,5'-pyrrolo[2,3-d]pyrimidin]-2'-ylamino]piperidin-1-ylsulfonyl}-1,7-diazaspiro[4.4]nonane-7-carboxylate CC1C(CCC1)N1C(C2(C3=C1N=C(N=C3)NC3CCN(CC3)S(=O)(=O)N3CCCC31CN(CC1)C(=O)OC(C)(C)C)CC2)=O